OCC(CO)OCC(CNC(NCCCCCC(=O)O)=O)(COC(CO)CO)COC(CO)CO 6-(3-(3-((1,3-dihydroxypropan-2-yl)oxy)-2,2-bis(((1,3-dihydroxypropan-2-yl)oxy)methyl)propyl)ureido)hexanoic acid